ONC(=O)[C@@H]1[C@H](N(CC2(CC2)C1)C(=O)OC)C(=O)N1CCC(=CC1)C1=CC=CC=C1 methyl (6S,7S)-7-(hydroxycarbamoyl)-6-(4-phenyl-3,6-dihydro-2H-pyridine-1-carbonyl)-5-azaspiro[2.5]octane-5-carboxylate